C(CCCCOC1=CC=C(C(N)=N)C=C1)OC1=CC=C(C(N)=N)C=C1 4,4'-(pentane-1,5-diylbis(oxy))dibenzimidamide